FC1=C(OC2CCC3(CN(C3)C(=O)N3C[C@H](CC3)N3C=NN=C3)CC2)C=CC(=C1)C(F)(F)F [7-[2-Fluoro-4-(trifluoromethyl)phenoxy]-2-azaspiro[3.5]nonan-2-yl]-[(3S)-3-(1,2,4-triazol-4-yl)pyrrolidin-1-yl]methanone